6-methyl-5-(trifluoromethyl)pyridin-2-amine formate C(=O)O.CC1=C(C=CC(=N1)N)C(F)(F)F